C(CCCCCC=CCC=CCC=CCCCCCC)(=O)[O-].[Na+] sodium 7,10,13-eicosatrienoate